perfluorocaprylic acid ammonium salt [NH4+].FC(C(=O)[O-])(C(C(C(C(C(C(F)(F)F)(F)F)(F)F)(F)F)(F)F)(F)F)F